6-(naphthalen-2-yloxy)hexanoic acid C1=C(C=CC2=CC=CC=C12)OCCCCCC(=O)O